(3R)-3-amino-8-(3-methoxyphenoxy)-1-methyl-1,2,3,4-tetrahydroquinolin-2-one N[C@H]1C(N(C2=C(C=CC=C2C1)OC1=CC(=CC=C1)OC)C)=O